6-Fluoro-1-methyl-2-(6-trifluoromethoxy-benzothiazol-2-ylamino)-1H-benzoimidazole-5-carboxylic acid (2-ethoxy-ethyl)-amide C(C)OCCNC(=O)C1=CC2=C(N(C(=N2)NC=2SC3=C(N2)C=CC(=C3)OC(F)(F)F)C)C=C1F